3-(2-chlorophenyl)-7-(1-methyl-1H-pyrazol-4-yl)imidazo[1,2-a]pyridine ClC1=C(C=CC=C1)C1=CN=C2N1C=CC(=C2)C=2C=NN(C2)C